4-Pentyloxybenzoyl chloride C(CCCC)OC1=CC=C(C(=O)Cl)C=C1